7-((1r,4r)-4-(2-Fluoro-4-methoxypyridin-3-yl)cyclohexyl)-3-methyl-5-((3-(trifluoromethyl)pyridin-2-yl)methyl)pyrido[2,3-b]pyrazin-6(5H)-one FC1=NC=CC(=C1C1CCC(CC1)C1=CC=2C(=NC(=CN2)C)N(C1=O)CC1=NC=CC=C1C(F)(F)F)OC